COCCOC=1C=C(C=CC1)C1=CC=C(C=C1)C(C)(C)NC(=O)N1CCN2CCC1CC2 N-(2-(3'-(2-methoxyethoxy)-[1,1'-biphenyl]-4-yl)propan-2-yl)-1,4-diazabicyclo[3.2.2]nonane-4-carboxamide